2-methyl-6-(4-hydroxybenzylamino)purine CC1=NC(=C2NC=NC2=N1)NCC1=CC=C(C=C1)O